FC1=C(C=C(C(=C1)C)F)CC=1C=2N(C=C(N1)C1=NC(=CC(=N1)O)CCO)C=CN2 2-{8-[(2,5-difluoro-4-methylphenyl)methyl]imidazo[1,2-a]pyrazin-6-yl}-6-(2-hydroxyethyl)pyrimidin-4-ol